5-chloro-N-((1r,4r)-4-((3-(2-chloro-4-methylphenyl)-2-oxo-2,3-dihydro-1H-imidazo[4,5-b]pyridin-1-yl)methyl)cyclohexyl)-2-(trifluoromethyl)nicotinamide ClC=1C=NC(=C(C(=O)NC2CCC(CC2)CN2C(N(C3=NC=CC=C32)C3=C(C=C(C=C3)C)Cl)=O)C1)C(F)(F)F